ClCCCCCCCCCCCCCCCO 15-chloropentadecanol